BrC1=CC(=C(C(=C1)F)[C@H]1N([C@@H](CC2=C3C(=CC=C12)NN=C3)C)CC3(CC3)F)F (6s,8r)-6-(4-bromo-2,6-difluorophenyl)-7-((1-fluorocyclopropyl)methyl)-8-methyl-6,7,8,9-tetrahydro-3H-pyrazolo[4,3-f]isoquinoline